dimethyl-silyl-bis(2-methyl-indenyl)zirconium dichloride [Cl-].[Cl-].C[SiH]([Zr+2](C1C(=CC2=CC=CC=C12)C)C1C(=CC2=CC=CC=C12)C)C